FC1=C(OC=2N=NC(=C(C2C(=O)NC2=CC(=CC=C2)S(=O)(=N)C)C)C(F)(F)F)C=CC(=C1F)OC(C)C 3-(2,3-difluoro-4-isopropoxyphenoxy)-5-methyl-N-(3-(S-methylsulfonimidoyl)phenyl)-6-(trifluoromethyl)pyridazine-4-carboxamide